([1,2,4]triazolo[4,3-a]pyrazin-8-yl)-N-benzyl-N-(pyridin-2-ylmethyl)methylamine N=1N=CN2C1C(=NC=C2)CN(CC2=NC=CC=C2)CC2=CC=CC=C2